2-(2,2-dimethyl-2,5-dihydrofuran-3-yl)-4,4,5,5-tetramethyl-1,3,2-dioxaborolane CC1(OCC=C1B1OC(C(O1)(C)C)(C)C)C